ClC1=NC=CC2=CC(=CC=C12)OCC(C(C)C)(C)NC(OCCCC)=O butyl (1-((1-chloroisoquinolin-6-yl)oxy)-2,3-dimethylbutan-2-yl)carbamate